NC1=NNC(=C1)N 3,5-diamino-1H-pyrazole